tert-butyl (S)-4-(2-(3-(3-(ethyl(4-isopropylbenzyl)carbamoyl)piperidin-1-yl)phenoxy)-2-methylpropanoyl)piperazine-1-carboxylate C(C)N(C(=O)[C@@H]1CN(CCC1)C=1C=C(OC(C(=O)N2CCN(CC2)C(=O)OC(C)(C)C)(C)C)C=CC1)CC1=CC=C(C=C1)C(C)C